(5S,8R)-N-(3-cyano-4-fluorophenyl)-1-fluoro-6,7,8,9-tetrahydro-5H-5,8-epiminocyclohepta[c]pyridine-10-carboxamide C(#N)C=1C=C(C=CC1F)NC(=O)N1[C@H]2CC[C@@H]1CC=1C(=NC=CC12)F